1-(4-(3-chloro-2-methylphenyl)piperazin-1-yl)-2-(5,5-difluoro-3-(4-(2-hydroxyacetyl)piperazine-1-carbonyl)-4,5,6,7-tetrahydro-1H-indazol-1-yl)ethan-1-one ClC=1C(=C(C=CC1)N1CCN(CC1)C(CN1N=C(C=2CC(CCC12)(F)F)C(=O)N1CCN(CC1)C(CO)=O)=O)C